2-((3,5-dichloro-4-(4-hydroxy-3-isopropylbenzyl)phenyl)thio)-N-(3,4-dimethylisoxazol-5-yl)acetamide ClC=1C=C(C=C(C1CC1=CC(=C(C=C1)O)C(C)C)Cl)SCC(=O)NC1=C(C(=NO1)C)C